C(C)[C@@H]1N(C[C@@H](OC1)COC)C=1C=2N(C=C(C1)S(NC1(CC1)C)(=O)=O)C(=NC2)C(=O)[O-].[Li+] lithium 8-((2R,5S)-5-ethyl-2-(methoxymethyl)morpholino)-6-(N-(1-methylcyclopropyl)sulfamoyl)imidazo[1,5-a]pyridine-3-carboxylate